Tantalum(V) bromide [Br-].[Ta+5].[Br-].[Br-].[Br-].[Br-]